C(C)C1(C=CCC=C1)C#N 1-ethyl-1-cyano-2,5-cyclohexadiene